(4-(3-bromobenzyloxy)phenyl)methanol BrC=1C=C(COC2=CC=C(C=C2)CO)C=CC1